6-bromo-3-(trifluoromethyl)-[1,2,4]triazolo[4,3-a]pyridine BrC=1C=CC=2N(C1)C(=NN2)C(F)(F)F